(S)-3-((tert-butyldimethylsilyl)oxy)pyrrolidin-2-one [Si](C)(C)(C(C)(C)C)O[C@@H]1C(NCC1)=O